C(C1=CC=CC=C1)OC(CC(=O)C1=NNC=2CC(CCC12)(C)C)=O 3-(6,6-dimethyl-4,5,6,7-tetrahydro-1H-indazol-3-yl)-3-oxopropionic acid benzyl ester